FC1(CC(NCC1)C1=CC=C(C=C1)OC(F)(F)F)F 4,4-difluoro-2-(4-(trifluoro-methoxy)phenyl)piperidine